CC/C=C\\C/C=C\\C/C=C\\C/C=C\\C=C\\C(=O)C/C=C\\CCC(=O)O The molecule is a oxodocosahexaenoic acid that consists of (4Z,8E,10Z,13Z,16Z,19Z)-docosahexaenoic acid carrying an oxo substituent at position 7. An intermediate of specialised proresolving mediators. It has a role as a human xenobiotic metabolite. It is an oxodocosahexaenoic acid and an enone. It derives from an all-cis-docosa-4,7,10,13,16,19-hexaenoic acid. It is a conjugate acid of a (4Z,8E,10Z,13Z,16Z,19Z)-7-oxodocosahexaenoate.